4-bromo-5-methoxy-2-(trifluoromethyl)quinoline BrC1=CC(=NC2=CC=CC(=C12)OC)C(F)(F)F